NC1C2CN(CC12)C=1N=CC(=NC1)C(=O)NC=1C=C(C=2N(C1)C=C(N2)C)F 5-(6-amino-3-azabicyclo[3.1.0]hexan-3-yl)-N-(8-fluoro-2-methyl-imidazo[1,2-a]pyridin-6-yl)pyrazine-2-carboxamide